C(C)(=O)C1=C(C2=C(N=C(N=C2)NC2=CC=C(C=N2)N2CCN(CC2)CC2=CC=C(C=N2)C2C(NC(CC2)=O)=O)N(C1=O)C1CCCC1)C 3-(6-((4-(6-((6-acetyl-8-cyclopentyl-5-methyl-7-oxo-7,8-dihydropyrido[2,3-d]pyrimidin-2-yl)amino)pyridin-3-yl)piperazin-1-yl)methyl)pyridin-3-yl)piperidine-2,6-dione